C(C)O\C=C/C=1N=C(N2C1[C@H](N(CC2)S(=O)(=O)C2=CC=C(C=C2)[N+](=O)[O-])CN2C(C1=CC=CC=C1C2=O)=O)C2=CC=C(C=C2)C(C)C |r| (rac)-(Z)-2-((1-(2-ethoxyvinyl)-3-(4-isopropylphenyl)-7-((4-nitrophenyl)sulfonyl)-5,6,7,8-tetrahydroimidazo[1,5-a]pyrazin-8-yl)methyl)isoindoline-1,3-dione